2-(2-propyn-1-yloxy)propan-1-ol C(C#C)OC(CO)C